C(#N)C=1C=C(C=CC1)N1N=C(C=C1C(=O)N)C(F)(F)F 1-(3-cyanophenyl)-3-(trifluoromethyl)-1H-pyrazole-5-carboxamide